C(C)C[C@@H](C[C@H]1C(NCC1)=O)NC([C@H](CC1CCCCC1)NC(C=CC1=CC=CC=C1)=O)=O ethyl-(S)-2-((S)-2-cinnamamido-3-cyclohexylpropionamido)-3-((S)-2-oxopyrrolidin-3-yl)propane